ClC1=NC=C2C=C(C(N(C2=C1)C)=O)C=1C=NC(=C(C1C)F)C(CC)=O 7-chloro-3-(5-fluoro-4-methyl-6-propionylpyridin-3-yl)-1-methyl-1,6-naphthyridin-2(1H)-one